BrC=1C=C(C=CC1)[C@]1(O[C@H](C1)C)C1=NN=CN1C 3-((2S,4S)-2-(3-bromophenyl)-4-methyloxetan-2-yl)-4-methyl-4H-1,2,4-triazole